trispentylphosphine oxide C(CCCC)P(CCCCC)(CCCCC)=O